(4aR,7S,7aR,12bS)-3-(4-(4-(tert-butoxy)-4-oxobutanamido)butyl)-2,3,4,4a,7,7a-hexahydro-1H-4,12-methanobenzofuro[3,2-e]isoquinoline-7,9-diyl diacetate C(C)(=O)O[C@@H]1[C@H]2[C@@]34CCN(C([C@@H]3C=C1)CC1=CC=C(C(=C14)O2)OC(C)=O)CCCCNC(CCC(=O)OC(C)(C)C)=O